3-(7-(2,3-dichloro-6-methoxyphenyl)imidazo[1,2-a]pyridine-2-carbonyl)-3,6-diazabicyclo[3.1.1]heptane-6-carboxylate ClC1=C(C(=CC=C1Cl)OC)C1=CC=2N(C=C1)C=C(N2)C(=O)N2CC1N(C(C2)C1)C(=O)[O-]